C(=O)[O-].C(C)N1C=[N+](C2=C1C=C(C=C2)OC)C 1-ethyl-6-methoxy-3-methyl-1H-1,3-benzodiazol-3-ium formate